carbamic acid azetidin-3-yl ester N1CC(C1)OC(N)=O